imidazolidine-1,3-dicarboxylic acid di-tert-butyl ester C(C)(C)(C)OC(=O)N1CN(CC1)C(=O)OC(C)(C)C